carboxy-7-((8-methylnaphthalen-1-yl)oxy)-1,2,3,4-tetrahydronaphthalene-2-aminium chloride [Cl-].C(=O)(O)C1C(CCC2=CC=C(C=C12)OC1=CC=CC2=CC=CC(=C12)C)[NH3+]